(S)-3-hydroxy-4-methoxy-N-(1-(5-(4-methoxyphenyl)-1,2,4-oxadiazol-3-yl)ethyl)picolinamide OC=1C(=NC=CC1OC)C(=O)N[C@@H](C)C1=NOC(=N1)C1=CC=C(C=C1)OC